Cl.C(C)(C)(C)NCC(=O)O (R)-tertiary Butylglycine hydrochloride